1-(4-methoxybenzyl)-3-(6-(1,2,3,4-tetrahydroquinoline-1-carbonyl)spiro[3.3]hept-2-yl)urea COC1=CC=C(CNC(=O)NC2CC3(C2)CC(C3)C(=O)N3CCCC2=CC=CC=C32)C=C1